CN1N=C(C2=CC(=CC=C12)C1C[C@@H]2[C@@H](CN(C2)C2CCOCC2)C1)C=1C=NN(C1)C methyl-3-(1-methyl-1H-pyrazol-4-yl)-5-((3aR,5s,6aS)-2-(tetrahydro-2H-pyran-4-yl)octahydrocyclopenta[c]pyrrol-5-yl)-1H-indazole